2-fluoro-6-[(4-fluorobenzyl)amino]-9-(oxetan-2-yl)-9H-purine FC1=NC(=C2N=CN(C2=N1)C1OCC1)NCC1=CC=C(C=C1)F